2-({1-[7-methyl-4-oxo-2-(pyridin-4-yl)pyrido[1,2-a]pyrimidin-9-yl]ethyl}amino)benzamide CC=1C=C(C=2N(C(C=C(N2)C2=CC=NC=C2)=O)C1)C(C)NC1=C(C(=O)N)C=CC=C1